nonapropylene glycol monotosylate S(=O)(=O)(O)C1=CC=C(C)C=C1.CC(COC(C)COC(C)COC(C)COC(C)COC(C)COC(C)COC(C)COC(C)CO)O